COC(=O)C=1C=C2CCN(CC2=C(C1)F)[C@@H]1CCOC2(CCC2)C1.BrCCOC1=C(C=CC=C1)OCCBr o-di(bromoethoxy)benzene methyl-(R)-8-fluoro-2-(5-oxaspiro[3.5]nonan-8-yl)-1,2,3,4-tetrahydroisoquinoline-6-carboxylate